2,5-Bis(aminomethyl)tetrahydrofuran NCC1OC(CC1)CN